1,2,2-trimethyl-7-(trifluoromethyl)-2,3-dihydroquinolin-4(1H)-one CN1C(CC(C2=CC=C(C=C12)C(F)(F)F)=O)(C)C